[N+](=O)([O-])C1=C(C(=CC(=C1)[N+](=O)[O-])[N+](=O)[O-])N[C@@H](CCCCN)C(=O)O 2,4,6-trinitrophenyl-lysine